6-[1-[6-(2,4-Dioxo-1H-pyrimidin-5-yl)thieno[2,3-d]pyrimidin-4-yl]pyrrolidin-3-yl]oxypyridine-3-carbonitrile O=C1NC=C(C(N1)=O)C1=CC2=C(N=CN=C2N2CC(CC2)OC2=CC=C(C=N2)C#N)S1